OCC=1OCC2=CC(=CC(=C2C1)OC)C 3-hydroxymethyl-5-methoxy-7-methyl-1H-isochromene